ClC=1C(=NC=C(C1)Cl)C(=O)N 3,5-dichloropicolinic acid amide